FC1=C(C=CC(=C1)OC1=CC(=NC=C1)N1C[C@H]([C@H](C1)O)F)NC1=NC=NC2=CC(=C(C=C12)NC1CCN(CC1)C(C=C)=O)OC 1-(4-((4-((2-fluoro-4-((2-((3R,4S)-3-fluoro-4-hydroxypyrrolidin-1-yl)pyridin-4-yl)oxy)phenyl)amino)-7-methoxyquinazolin-6-yl)amino)piperidin-1-yl)prop-2-en-1-one